OC1=C(C=CC=C1)NCC(=O)N(C)C 2-((2-hydroxyphenyl)amino)-N,N-dimethylacetamide